O[C@@H]1CN(CC[C@@]12NCC1=CC=CC=C1C2)C(=O)C=2N=C1N(C=C(C=C1)C(=O)N(C)C)C2 2-((3R,3'R)-3'-hydroxy-2,4-dihydro-1H-spiro[isoquinoline-3,4'-piperidin]-1'-ylcarbonyl)-N,N-dimethylimidazo[1,2-a]pyridine-6-carboxamide